ClC=1N=C(C2=C(N1)C=C(C=N2)OCC)C=2C(=NN(C2)C)C2=CC=C(C=C2)F chloro-7-ethoxy-4-(3-(4-fluorophenyl)-1-methyl-1H-pyrazol-4-yl)pyrido[3,2-d]pyrimidine